(5-(4,5-Dimethoxybenzo[d]oxazol-2-yl)-8-(methylamino)-2,7-naphthyridin-3-yl)cyclopropanecarboxamide COC1=C(C=CC2=C1N=C(O2)C2=C1C=C(N=CC1=C(N=C2)NC)C2(CC2)C(=O)N)OC